[Si](C)(C)(C(C)(C)C)OC[C@@H](C1=C(C=CC=C1)C(C)C)N[S@@](=O)C(C)(C)C (S)-N-((R)-2-((tert-butyldimethylsilyl)oxy)-1-(2-isopropylphenyl)ethyl)-2-methylpropane-2-sulfinamide